FC=1C=C(C#N)C=C(C1)N1C=C(C=2C(CCCC12)O)C(F)(F)F 3-fluoro-5-(4-hydroxy-3-(trifluoromethyl)-4,5,6,7-tetrahydro-1H-indol-1-yl)benzonitrile